OCCN(CCCS(=O)(=O)O)CCO 3-[Bis-(2-hydroxy-ethyl)-amino]-propane-1-sulfonic acid